(3R)-4-amino-N,3-dimethyl-N-((1R)-1-(6-(trifluoromethyl)-3-pyridazinyl)ethyl)-1,3-dihydrofuro[3,4-c]quinoline-8-carboxamide NC1=NC=2C=CC(=CC2C2=C1[C@H](OC2)C)C(=O)N([C@H](C)C=2N=NC(=CC2)C(F)(F)F)C